C(C)(C)(C)C=1SC2=C(N1)C(CC1(CCN(CC1)C(=O)C=1C=C3C(=NNC3=C(C1)OCC)C)C2)=O 2-(tert-butyl)-1'-(7-ethoxy-3-methyl-1H-Indazole-5-carbonyl)-5H-spiro[benzo[d]thiazole-6,4'-piperidin]-4(7H)-one